(S)-(4-(3-(1-((3-Methylpyridin-2-yl)methyl)pyrrolidin-3-yl)-2-oxo-2,3-dihydro-1H-imidazo[4,5-b]pyridin-1-yl)benzoyl)Glycine CC=1C(=NC=CC1)CN1C[C@H](CC1)N1C(N(C=2C1=NC=CC2)C2=CC=C(C(=O)NCC(=O)O)C=C2)=O